Pyrazolo[5,1-c]1,2,4-triazine N1=NC=CN2C1=CC=N2